(5aR,5bS,7aS,8S,10aS,10bR)-2-((4-methoxyphenyl)amino)-5a,7a-dimethyl-5,5a,5b,6,7,7a,8,9,10,10a,10b,11-dodecahydro-4H-cyclopenta[7,8]phenanthro[2,1-d]thiazol-8-yl pentanoate C(CCCC)(=O)O[C@H]1CC[C@@H]2[C@@]1(CC[C@@H]1[C@]3(CCC=4N=C(SC4C3=CC[C@@H]21)NC2=CC=C(C=C2)OC)C)C